(3r,4r)-1-(4-chloro-2,6-difluorophenyl)-4-[(2-chloro-4-fluoro-1,3-benzothiazol-7-yl)oxymethyl]piperidine-3,4-diol ClC1=CC(=C(C(=C1)F)N1C[C@H]([C@](CC1)(O)COC1=CC=C(C=2N=C(SC21)Cl)F)O)F